BrC=1C(=C(C=C2CN(CC12)C(C[C@H](C)C(=O)O)=O)OCCCOC1=CC2=C(SC(=C2)C(C[C@@H](C(=O)O)C)=O)C=C1OC)OC (S)-4-(5-(3-((7-bromo-2-((S)-3-carboxybutanoyl)-6-methoxyisoindolin-5-yl)oxy)propoxy)-6-methoxybenzo[b]thiophen-2-yl)-2-methyl-4-oxobutanoic acid